C(=O)=C(C(=O)O)CCP(=O)CO 2-carbonyl-4-(hydroxymethylphosphinyl)-butyric acid